C/C(/C=O)=C/CC (Z)-2-METHYLPENT-2-enal